4-(4-((3-carbamoyl-6-(4,4-difluoro-3-(hydroxymethyl)piperidin-1-yl)pyrazin-2-yl)amino)phenyl)piperidine-1-carboxylic acid tert-butyl ester C(C)(C)(C)OC(=O)N1CCC(CC1)C1=CC=C(C=C1)NC1=NC(=CN=C1C(N)=O)N1CC(C(CC1)(F)F)CO